((4aR,6aS,7S)-4a,6a-dimethyl-2-oxo-2,4a,4b,5,6,6a,7,8,9,9a,9b,10,11,11a-tetradecahydro-1H-indeno[5,4-f]quinolin-7-yl)methyl 2-((4-isopropylbenzyl)oxy)acetate C(C)(C)C1=CC=C(COCC(=O)OC[C@H]2CCC3[C@@]2(CCC2[C@]4(C=CC(NC4CCC23)=O)C)C)C=C1